ClC=1C=NC(=C(C(=O)O)C1)C(F)F 5-chloro-2-(difluoromethyl)nicotinic acid